O=C1CCC[C@@H](N1)C(=O)N[C@@H](C)C1=NC(=NO1)C1=CC(=NC=C1)C(F)(F)F (R)-6-oxo-N-((S)-1-(3-(2-(trifluoromethyl)pyridin-4-yl)-1,2,4-oxadiazol-5-yl)ethyl)piperidine-2-carboxamide